NCC(=O)O.OC(C)C1=NC=CN1C 1-hydroxyethyl-3-methylimidazole glycinate